C(C)(C)(C)OC(N(C1=NC=CC(=C1F)C1=CC=2C(NCCC2N1)=O)C(=O)OC(C)(C)C)=O.O(C#N)C1=CC=C(C=C1)C(CC1=CC(=CC=C1)CC(C)C1=CC=C(C=C1)OC#N)C 1,3-bis[2-(4-cyanatophenyl)propyl]benzene tert-butyl-N-(tert-butoxycarbonyl)-N-(3-fluoro-4-[4-oxo-1H,5H,6H,7H-pyrrolo[3,2-c]pyridin-2-yl]pyridin-2-yl)carbamate